2-amino-5-p-methylphenyl-1,3,4-oxadiazole NC=1OC(=NN1)C1=CC=C(C=C1)C